FC1=C(C=CC(=C1)F)C1=C(C=C2C(NC(N3C2=C1SC[C@@H](C3)OCCOC)=O)=O)C(F)(F)F (3R)-11-(2,4-difluorophenyl)-3-(2-methoxyethoxy)-10-(trifluoromethyl)-3,4-dihydro-2H,6H-[1,4]thiazepino[2,3,4-ij]quinazoline-6,8(7H)-dione